4-Isocyanato(3-methylbutyl)trimethoxysilane N(=C=O)CC(CC[Si](OC)(OC)OC)C